1-chloro-3-(4-(2-(4-(2-hydroxy-3-thiomorpholinopropoxy)phenyl)propan-2-yl)phenoxy)propan-2-ol ClCC(COC1=CC=C(C=C1)C(C)(C)C1=CC=C(C=C1)OCC(CN1CCSCC1)O)O